[K].FC1=CC(=C(C(=C1)C=1C=NC=CC1OC)CC(=O)NS(=O)(=O)C=1SC=C(C1)C(C)(C)O)C(C)C 2-(4-Fluoro-2-isopropyl-6-(4-methoxypyridin-3-yl)phenyl)-N-((4-(2-hydroxypropan-2-yl)thiophen-2-yl)sulfonyl)acetamide, potassium salt